azobis(N-butyl-2-methylpropanamide) N(=NC(C(=O)NCCCC)(C)C)C(C(=O)NCCCC)(C)C